2-methoxy-4-methanesulfonylaniline COC1=C(N)C=CC(=C1)S(=O)(=O)C